2-((2R,3S,4S,5R)-3-(3,4-difluoro-2-methoxyphenyl)-4,5-dimethyl-5-(trifluoromethyl)tetrahydrofuran-2-yl)-4-oxo-1,4-dihydro-1,6-naphthyridine-5-carbonitrile FC=1C(=C(C=CC1F)[C@H]1[C@@H](O[C@]([C@H]1C)(C(F)(F)F)C)C=1NC=2C=CN=C(C2C(C1)=O)C#N)OC